N1(CCNCC1)C(=O)OC1=NC=CC(=C1C1=NC=C(N=C1)OC)C(C)(C)C tert-butyl-[3-(5-methoxypyrazin-2-yl) pyridin-2-yl] piperazine-1-carboxylate